C1(CCCC1)C1=CC=C(O[C@H]2[C@@H](CN(CC2)C2=CC(N(C=3C=CC(=NC23)C#N)C)=O)C)C=C1 8-((3R,4R)-4-(4-cyclopentylphenoxy)-3-methylpiperidin-1-yl)-5-methyl-6-oxo-5,6-dihydro-1,5-naphthyridine-2-carbonitrile